1-indenyl-hafnium trichloride [Cl-].[Cl-].[Cl-].C1(C=CC2=CC=CC=C12)[Hf+3]